ClC1=CC=C(C=C1)[C@@H](C)N(CC=C(C1=CC=CC=C1)C1=CC=CC=C1)CCN1CCCC1 (R)-N-(1-(4-chlorophenyl)ethyl)-3,3-diphenyl-N-(2-(pyrrolidin-1-yl)ethyl)prop-2-en-1-amine